NC1=NNC2=C(C=C(C=C12)C1=CC(=NC=C1)NC(=O)C1CCC1)C#CC(C)(C)C N-(4-(3-Amino-7-(3,3-dimethylbut-1-yn-1-yl)-1H-indazol-5-yl)pyridin-2-yl)cyclobutanecarboxamide